N-(8-fluoroimidazo[1,2-a]pyridin-6-yl)-4-(4,7-diazaspiro[2.5]octan-7-yl)-2,3-dihydro-1H-pyrrolo[2,3-b]pyridine-1-carboxamide 2,2,2-trifluoroacetate FC(C(=O)O)(F)F.FC=1C=2N(C=C(C1)NC(=O)N1CCC=3C1=NC=CC3N3CCNC1(CC1)C3)C=CN2